(6-fluoro-5-((5-fluoro-3-(2,2,2-trifluoroethoxy)pyridin-2-yl)oxy)pyrazolo[1,5-a]pyridin-2-yl)methanol FC=1C(=CC=2N(C1)N=C(C2)CO)OC2=NC=C(C=C2OCC(F)(F)F)F